4-((14-((4-Aminopiperidin-1-yl)sulfonyl)tetradecyl)amino)-2-(2,6-dioxopiperidin-3-yl)isoindoline-1,3-dione hydrochloride Cl.NC1CCN(CC1)S(=O)(=O)CCCCCCCCCCCCCCNC1=C2C(N(C(C2=CC=C1)=O)C1C(NC(CC1)=O)=O)=O